2-(4-fluoro-1-((2-(trimethylsilyl)ethoxy)methyl)-1H-indazol-3-yl)ethyl methanesulfonate CS(=O)(=O)OCCC1=NN(C2=CC=CC(=C12)F)COCC[Si](C)(C)C